2-(dimethylamino)-1-(4-(6-(2,6-dimethylpyridin-4-yl)-3-methyl-1H-indol-2-yl)piperidin-1-yl)ethan-1-one CN(CC(=O)N1CCC(CC1)C=1NC2=CC(=CC=C2C1C)C1=CC(=NC(=C1)C)C)C